COC12CC3(CC(CC(C1)C3)C2)NC=2NC(/C(/N2)=C/C2=CC3=C(N=CN3C)C=C2)=O (4Z)-2-[(3-Methoxy-1-adamantyl)amino]-4-[(3-methylbenzimidazol-5-yl)methylene]-1H-imidazol-5-one